N-((1S)-cycloheptyl(6-((5,5-difluoro-2-oxopiperidin-3-yl)methyl)imidazo[1,2-b]pyridazin-2-yl)methyl)-1-ethyl-1H-pyrazole-5-carboxamide C1(CCCCCC1)[C@H](NC(=O)C1=CC=NN1CC)C=1N=C2N(N=C(C=C2)CC2C(NCC(C2)(F)F)=O)C1